ClC1=NC=2N(C(=C1C1=C(C=C(C=C1F)C#CC1[C@@H]3CN(C[C@H]13)C)F)N[C@H](C(F)(F)F)C)N=CN2 5-Chloro-6-(2,6-difluoro-4-(((1R,5S,6s)-3-methyl-3-azabicyclo[3.1.0]hex-6-yl)ethynyl)phenyl)-N-((S)-1,1,1-trifluoropropan-2-yl)-[1,2,4]triazolo[1,5-a]pyrimidin-7-amine